3-(1H-[1,2,3]triazolo[4,5-b]pyrazin-6-yl)benzoate N1N=NC=2C1=NC(=CN2)C=2C=C(C(=O)[O-])C=CC2